CC1(N(C2=CC=CC=C2C(C1)N1C(N(C2=NC(=NC=C2C1)NC1=CC=C(C=C1)N1CCN(CC1)C)C)=O)C(C(F)(F)F)=O)C 3-(2,2-dimethyl-1-(2,2,2-trifluoroacetyl)-1,2,3,4-tetrahydroquinolin-4-yl)-1-methyl-7-((4-(4-methylpiperazin-1-yl)phenyl)amino)-3,4-dihydropyrimido[4,5-d]pyrimidin-2(1H)-one